C(C)N(C(OC1=C(C=CC2=CC=CC=C12)OC(N(CC)CC)=O)=O)CC naphthalene-1,2-diyl bis(diethylcarbamate)